3-(2,6-difluoro-4-(3-(piperidine-1-carbonyl)pyrazolo[1,5-a]Pyridin-7-yl)phenyl)-1,2,4-oxadiazole-5(4H)-one FC1=C(C(=CC(=C1)C1=CC=CC=2N1N=CC2C(=O)N2CCCCC2)F)C2=NOC(N2)=O